Cesium lead chloro bromide ClBr.[Pb].[Cs]